CC=1C(N(C(C1C)=O)NC1=NC2=CC(=CC=C2C(=C1)CN1CCN(CC1)C(=O)OC(C)(C)C)Br)=O tert-butyl 4-({2-[(3,4-dimethyl-2,5-dioxoazolinyl)amino]-7-bromo-4-quinolyl}methyl)piperazinecarboxylate